CC(CC1N(CCCC1)C(=O)[O-])N 2-(methyl (amino)ethyl)piperidine-1-carboxylate